N,N-dimethyl-3-methoxypropaneamide CN(C(CCOC)=O)C